(1R,8R,9R,10S,11S,12R,E)-8-(((R)-tert-butylsulfinyl)amino)-4-(hydroxymethyl)-13-oxa-2-thiabicyclo[7.3.1]tridec-5-en C(C)(C)(C)[S@@](=O)N[C@@H]1C/C=C/C(CS[C@@H]2CCC[C@H]1O2)CO